(S)-2-((3-(Oxocyclohexan-2-ylmethoxy)phenyl)sulfonyl)ethanol O=C(OC=1C=C(C=CC1)S(=O)(=O)CCO)C1CCCCC1